6-(4-(4-(dimethoxymethyl)piperidin-1-yl)phenyl)-7-ethyl-1-fluoro-3-(tetrahydro-2H-pyran-2-yl)-3,8,9,10-tetrahydrocyclohepta[e]indazole COC(C1CCN(CC1)C1=CC=C(C=C1)C1=C(CCCC=2C=3C(=NN(C3C=CC21)C2OCCCC2)F)CC)OC